2,5-Dichlorophenyl 3-deoxy-3-[4-(3,4,5-trifluorophenyl)-1H-1,2,3-triazol-1-yl]-1-thio-α-D-galactopyranoside FC=1C=C(C=C(C1F)F)C=1N=NN(C1)[C@@H]1[C@H]([C@@H](SC2=C(C=CC(=C2)Cl)Cl)O[C@@H]([C@@H]1O)CO)O